C(C)CC(=O)C(C(C)=O)(C(C)=O)C(C)=O ethyl-triacetylacetone